5-(2-Chloro-3-fluoro-phenyl)-3-isopropyl-1-{2-[4-(7-methanesulfonyl-2-oxo-1,2,4,5-tetrahydro-benzo[d][1,3]diazepin-3-yl)-piperidin-1-yl]-2-oxo-ethyl}-1H-pyrimidine-2,4-dione ClC1=C(C=CC=C1F)C=1C(N(C(N(C1)CC(=O)N1CCC(CC1)N1C(NC2=C(CC1)C=C(C=C2)S(=O)(=O)C)=O)=O)C(C)C)=O